C1(CC1)C1=C(C(=NO1)C1=C(C=CC=C1Cl)Cl)CO[C@H]1[C@@H]2CN([C@H](C1)C2)C2=C(C=C(C(=O)NS(=O)(=O)CCC)C=C2)F 4-[(1s,4s,5r)-5-{[5-cyclopropyl-3-(2,6-dichlorophenyl)-1,2-oxazol-4-yl]methoxy}-2-azabicyclo[2.2.1]heptan-2-yl]-3-fluoro-N-(propane-1-sulfonyl)benzamide